The molecule is a polyunsaturated fatty acyl-CoA(4-) arising from deprotonation of the phosphate and diphosphate functions of (5Z,11Z,14Z)-icosatrienoyl-CoA; major species at pH 7.3. It is a conjugate base of a (5Z,11Z,14Z)-icosatrienoyl-CoA. CCCCC/C=C\\C/C=C\\CCCC/C=C\\CCCC(=O)SCCNC(=O)CCNC(=O)[C@@H](C(C)(C)COP(=O)([O-])OP(=O)([O-])OC[C@@H]1[C@H]([C@H]([C@@H](O1)N2C=NC3=C(N=CN=C32)N)O)OP(=O)([O-])[O-])O